methyl (E)-2-(2-[3-(alpha-hydroxybenzyl)phenoxy]phenyl)-3-methoxyacrylate OC(C1=CC=CC=C1)C=1C=C(OC2=C(C=CC=C2)/C(/C(=O)OC)=C\OC)C=CC1